C(C)(C)(C)OC(=O)N1CCCC(=C1)B1OC(C)(C)C(C)(C)O1 N-tert-butoxycarbonyl-3,4-dihydropyridine-5-boronic acid pinacol ester